isopropyl ((((R)-1-(isopropyloxy)-1-oxopropan-2-yl)amino)-(perfluorophenoxy)phosphoryl)-L-alaninate C(C)(C)OC([C@@H](C)NP(=O)(OC1=C(C(=C(C(=C1F)F)F)F)F)N[C@@H](C)C(=O)OC(C)C)=O